CS(=O)(=O)C1=CC=C(C=C1)NC=1SC=C(N1)C1=CC=C(C=C1)S(=O)(=O)N 4-(2-((4-(methylsulfonyl)phenyl)amino)thiazol-4-yl)benzenesulfonamide